7-(1,3-dioxolan-2-yl)-1-{[2-(trimethylsilyl)ethoxy]methyl}indazole-4-carboxylic acid O1C(OCC1)C1=CC=C(C=2C=NN(C12)COCC[Si](C)(C)C)C(=O)O